N1C(=NC=C1)CCCN(CCCC=1NC=CN1)CCCC=1NC=CN1 N,N,N-tris(3-imidazolylpropyl)-amine